N-cyclopropyl-N-(2-nitrophenyl)methanesulfonamide C1(CC1)N(S(=O)(=O)C)C1=C(C=CC=C1)[N+](=O)[O-]